BrC(C(=O)Br)(C)C α-Bromo-isobutyrylbromid